C1(CC1)N1C(C2=C(C=C1)C(=CN2)C2=NC(=NC=C2C(F)(F)F)NC2CNCCC2)=O 6-cyclopropyl-3-{2-[(piperidin-3-yl)amino]-5-(trifluoromethyl)pyrimidin-4-yl}-1H,6H,7H-pyrrolo[2,3-c]pyridin-7-one